triethylanilinium tetrakis(3,5-bis(trifluoromethyl)phenyl)borate FC(C=1C=C(C=C(C1)C(F)(F)F)[B-](C1=CC(=CC(=C1)C(F)(F)F)C(F)(F)F)(C1=CC(=CC(=C1)C(F)(F)F)C(F)(F)F)C1=CC(=CC(=C1)C(F)(F)F)C(F)(F)F)(F)F.C(C)[N+](C1=CC=CC=C1)(CC)CC